NCC1=C(C=C(CNC(=O)[C@@H]2CN(CCN2C([C@H](NC2CCCCC2)CC2CCCCC2)=O)C(=O)OC2=C(C3=CC=CC=C3C=C2)Cl)C=C1)OC 1-chloronaphthalen-2-yl (3S)-3-{[4-(aminomethyl)-3-methoxybenzyl]carbamoyl}-4-(N,3-dicyclohexyl-D-alanyl)piperazine-1-carboxylate